C(C)[Bi](=S)(CC)CC triethyl-λ5-bismuthanethione